C(C1=CC=CC=C1)[C@H]1N(CCN(C1)S(=O)(=O)C)C1=NC=C2C(=N1)N(N=C2C=2C(=C(C(=CC2)F)O)F)C (R)-3-(6-(2-Benzyl-4-(methylsulfonyl)piperazin-1-yl)-1-methyl-1H-pyrazolo[3,4-d]pyrimidin-3-yl)-2,6-difluorophenol